dimethylamine, methacryloylethyl-trimethyl-ammonium salt C(C(=C)C)(=O)C[N+](C)(C)CC.CNC